C(#N)C1=NC(=CC=C1N1C[C@H](CC(C1)(F)F)CC(=O)OC)C=1N=NN(C1COC1OCCCC1)C methyl 2-((3S)-1-(2-cyano-6-(1-methyl-5-(((tetrahydro-2H-pyran-2-yl)oxy)methyl)-1H-1,2,3-triazol-4-yl)pyridin-3-yl)-5,5-difluoropiperidin-3-yl)acetate